C1(=CC=CC=C1)C1=NN=C(S1)NC1=C(C=CC=C1)C 5-phenyl-N-o-tolyl-1,3,4-thiadiazole-2-amine